C(C)(=O)O.C(C)(=O)O.NC(CCC(=O)C1=C(C(=O)N)C=CC=C1)N diaminobutyrylbenzamide diacetate